I(=O)(=O)(=O)[O-] (+)-periodate